ClC=1C=C(NC2(CCC3(C(CC4=CC=CC=C34)CCCOC3=C(C=NC=C3)F)CC2)C(=O)O)C=CC1 (1r,4r)-4-(3-Chloroanilino)-2'-{3-[(3-Fluoropyridin-4-yl)oxy]propyl}-2',3'-dihydro-spiro[cyclohexane-1,1'-indene]-4-carboxylic acid